6-[(3S)-3-(dimethylamino)pyrrolidin-1-yl]thieno[2,3-b]pyridine-2-carboxylic acid CN([C@@H]1CN(CC1)C1=CC=C2C(=N1)SC(=C2)C(=O)O)C